N-[2-(2,5-dichlorothien-3-yl)ethyl]acetamide ClC=1SC(=CC1CCNC(C)=O)Cl